7-(5-(difluoromethyl)-6-methyl-1-(tetrahydro-2H-pyran-2-yl)-1H-indazol-4-yl)-6,8-difluoro-2-(((2R,7aS)-2-fluorotetrahydro-1H-pyrrolizin-7a(5H)-yl)methoxy)quinazoline FC(C=1C(=C2C=NN(C2=CC1C)C1OCCCC1)C1=C(C=C2C=NC(=NC2=C1F)OC[C@]12CCCN2C[C@@H](C1)F)F)F